1,2-thiazol S1N=CC=C1